C(C)OC=1C(=CC=2N(C1)N=C(C2)C)C(=O)NC2=CC=C(N=N2)C=2CCN(CC2)C(=O)OC(C)(C)C tert-butyl 4-(6-(6-ethoxy-2-methylpyrazolo[1,5-a]pyridine-5-carboxamido) pyridazin-3-yl)-3,6-dihydropyridine-1(2H)-carboxylate